CC=1SC(=CC1[C@H]1[C@@H](C1)NC(OC(C)(C)C)=O)C(NC1CCOCC1)=O tert-butyl (trans-2-(2-methyl-5-((tetrahydro-2H-pyran-4-yl)carbamoyl)thiophen-3-yl)cyclopropyl)carbamate